5-Hydroxyindole-3-acetic Acid-2,2-d2 OC1=CC2=C(C(N=C2C=C1)([2H])[2H])CC(=O)O